C1(=CC=CC=C1)C(CC=1C=NC=CC1C)C1=CC=CC=C1 3-(2,2-diphenyl-ethyl)-4-methylpyridine